4-(2-Chloro-4-fluorophenyl)-N-(2,6-difluorophenyl)-1,3-dimethyl-1H-pyrazol-5-amin ClC1=C(C=CC(=C1)F)C=1C(=NN(C1NC1=C(C=CC=C1F)F)C)C